C(C)C=1N(C=C(N1)C)C=1N=C(N(C1)C)C1=NC(=CC2=C1C=NN2C)C(=O)N 4-(2-ethyl-1',4-dimethyl-1'H-[1,4'-biimidazol]-2'-yl)-1-methyl-1H-pyrazolo[4,3-c]pyridine-6-carboxamide